P(=O)(OCN1N=CC(=C1)C=1OC(=CC1)C(NC=1C(=NN(C1)C)C1=NC=CC=C1)=O)([O-])[O-].[Na+].[Na+] Sodium [4-{5-((1-Methyl-3-(pyridine-2-yl)-1H-pyrazol-4-yl)carbamoyl)furan-2-yl}-1H-pyrazol-1-yl]methyl phosphate